6-isopropyl-2-(1-methyl-1H-imidazol-5-yl)-N-(6-(trifluoromethyl)pyridin-3-yl)pyrimidine-4-carboxamide C(C)(C)C1=CC(=NC(=N1)C1=CN=CN1C)C(=O)NC=1C=NC(=CC1)C(F)(F)F